C(C)(=O)OCCCC(C)(C)C trimethylbutyl acetate